methyl 2-benzyl-3-oxo-7-phenyl-2-azabicyclo[4.1.0]heptene-7-carboxylate C(C1=CC=CC=C1)N1C=2C(C2CCC1=O)(C(=O)OC)C1=CC=CC=C1